ClC=1C(=NC(=NC1)NC=1C(=NN(C1)C1CC(C1)C#N)C)OCC1(CCN(CC1)C)F 3-(4-((5-chloro-4-((4-fluoro-1-methylpiperidin-4-yl)methoxy)pyrimidin-2-yl)amino)-3-methyl-1H-pyrazol-1-yl)cyclobutane-1-carbonitrile